heptanesulfonic acid C(CCCCCC)S(=O)(=O)O